(3-(2-Chloro-5-((1R,3R)-2,2-dichloro-3-(3,4-dichlorophenyl)cyclopropane-1-carboxamido)benzamido)-2,6-difluorophenyl)(methyl)carbamic acid tert-butyl ester C(C)(C)(C)OC(N(C)C1=C(C(=CC=C1F)NC(C1=C(C=CC(=C1)NC(=O)[C@@H]1C([C@H]1C1=CC(=C(C=C1)Cl)Cl)(Cl)Cl)Cl)=O)F)=O